FC=1C=C2C(=NC1)N(C=C2C(=O)O)C 5-fluoro-1-methyl-1H-pyrrolo[2,3-b]pyridine-3-carboxylic acid